FC1=CC(=C(C=C1C(NC1=NC(=CC=C1)CC(F)(F)F)=O)NC(=O)C1=CN=C(S1)C)C N-[4-fluoro-2-methyl-5-[[6-(2,2,2-trifluoroethyl)pyridin-2-yl]carbamoyl]phenyl]-2-methyl-1,3-thiazole-5-carboxamide